tert-butyl 3-[3-[2-[5-[(4,6-difluoro-1H-indol-5-yl)oxy]-2-fluoro-phenyl]-5-methyl-1,4,6,7-tetrahydroimidazo[4,5-c]pyridin-4-yl]-2-fluoro-phenyl]-2-methyl-propanoate FC1=C2C=CNC2=CC(=C1OC=1C=CC(=C(C1)C=1NC2=C(C(N(CC2)C)C=2C(=C(C=CC2)CC(C(=O)OC(C)(C)C)C)F)N1)F)F